5-chloro-7-ethyl-N,1-dimethyl-1H-indole-3-carboxamide ClC=1C=C2C(=CN(C2=C(C1)CC)C)C(=O)NC